O.O.C(C(=O)[O-])(=O)[O-].[Mn+2] manganous oxalate dihydrate